5-acetylneuraminyl-(2-3)-galactosyl-(1-4)-(fucopyranosyl-(1-3))-N-acetylglucosamine C(C)(=O)[C@]1([C@H](CC(C(O)=O)(O[C@H]1[C@H](O)[C@H](O)CO)O[C@@H]1[C@H](C(O[C@@H]([C@@H]1O)CO)O[C@H]1[C@@H]([C@H](C(O)O[C@@H]1CO)NC(C)=O)OC1[C@@H](O)[C@H](O)[C@H](O)[C@@H](O1)C)O)O)N